C(#C)C1=C2C(=CC(=CC2=CC=C1F)O)C1=C(C=2N=C(N=C(C2C=N1)N(C[C@H]1NCCC1)C)N1CCN(CC1)C)F (S)-5-ethynyl-6-fluoro-4-(8-fluoro-4-(methyl(pyrrolidin-2-ylmethyl)amino)-2-(4-methylpiperazin-1-yl)pyrido[4,3-d]pyrimidin-7-yl)naphthalen-2-ol